O4-[4-(4-ethylcyclohexanecarbonyl)oxy-3-formyl-phenyl] O1-[4-(6-prop-2-enoyloxyhexoxy)phenyl] cyclohexane-1,4-dicarboxylate C1(CCC(CC1)C(=O)OC1=CC(=C(C=C1)OC(=O)C1CCC(CC1)CC)C=O)C(=O)OC1=CC=C(C=C1)OCCCCCCOC(C=C)=O